3-(4-((2-(benzylamino)-3,4-dioxocyclobut-1-en-1-yl)amino)phenyl)-5-(pyridin-2-ylamino)-1H-pyrazole-4-carboxamide C(C1=CC=CC=C1)NC1=C(C(C1=O)=O)NC1=CC=C(C=C1)C1=NNC(=C1C(=O)N)NC1=NC=CC=C1